methyl 5-[bis[(2-methylpropan-2-yl) oxycarbonyl] amino]-8-vinylimidazo[1,5-a]pyridine-6-carboxylate CC(C)(C)OC(=O)N(C1=C(C=C(C=2N1C=NC2)C=C)C(=O)OC)C(=O)OC(C)(C)C